2-((S)-1-((7-chloro-8-fluoro-4-hydroxy-2-(methylthio)pyrido[4,3-d]pyrimidin-5-yl)oxy)-2,2-difluoroethyl)-3,8-diazabicyclo[3.2.1]octane-8-carboxylate ClC1=C(C=2N=C(N=C(C2C(=N1)O[C@H](C(F)F)C1C2CCC(CN1)N2C(=O)[O-])O)SC)F